N-[3-(4-{[3-(1H-1,2,3-benzotriazol-1-yl)propyl]amino}-1-piperidinyl)phenyl]-4-phenylbutanamide N1(N=NC2=C1C=CC=C2)CCCNC2CCN(CC2)C=2C=C(C=CC2)NC(CCCC2=CC=CC=C2)=O